OC(=CC(=O)[O-])CCCCCCC=C 3-hydroxyundecene-10-enoate